(S)-3-((Z)-2-(((S)-2-(4-(2-((3-aminopropyl)amino)pyridin-4-yl)phenoxy)-1-carboxyethoxy)imino)-2-(2-aminothiazol-4-yl)acetamido)-2,2-dimethyl-4-oxoazetidin-1-yl sulfate S(=O)(=O)(ON1C([C@@H](C1=O)NC(\C(\C=1N=C(SC1)N)=N/O[C@@H](COC1=CC=C(C=C1)C1=CC(=NC=C1)NCCCN)C(=O)O)=O)(C)C)[O-]